2-(4-chloro-1-isopropyl-1H-pyrazol-5-yl)-N-(4-(1-(1-fluoropropan-2-yl)-4-(trifluoromethyl)-1H-imidazol-2-yl)phenyl)-4,5,6,7-tetrahydropyrazolo[1,5-a]pyridin-4-amine ClC=1C=NN(C1C1=NN2C(C(CCC2)NC2=CC=C(C=C2)C=2N(C=C(N2)C(F)(F)F)C(CF)C)=C1)C(C)C